(S)-2-(4-(4-chloropyrazolo[1,5-a]pyridin-2-yl)-6,7-dihydro-1H-imidazo[4,5-c]pyridin-5(4H)-yl)-5-methyl-1,3,4-oxadiazole ClC=1C=2N(C=CC1)N=C(C2)[C@H]2N(CCC1=C2N=CN1)C=1OC(=NN1)C